OC=1C=C(C=C(C1C1C=C(CCC1C(C)C)C)O)\C=C\C1=CC=CC=C1 3,5-dihydroxy-4-[(3'R-4'S)-p-menthenyl]-trans-stilbene